(S)-2-amino-N-(5-(N-oxetan-3-ylsulfamoyl)naphthalen-1-yl)-3-phenylpropanamide hydrochloride Cl.N[C@H](C(=O)NC1=CC=CC2=C(C=CC=C12)S(NC1COC1)(=O)=O)CC1=CC=CC=C1